2-hydroxybenzoic acid n-pentylester C(CCCC)OC(C1=C(C=CC=C1)O)=O